ClC1=NN2C(N=CC3=C2C(CC3(C#N)O[Si](C)(C)C)(C(F)(F)F)OCC)=C1 2-chloro-8-ethoxy-8-(trifluoromethyl)-6-((trimethylsilyl)oxy)-7,8-dihydro-6H-cyclopenta[e]pyrazolo[1,5-a]pyrimidine-6-carbonitrile